4-((2R,5R)-2-(hydroxymethyl)-5-methyl-4-(1-(4-(trifluoromethyl)phenyl)ethyl)piperazin-1-yl)-1-methyl-2-oxo-1,2-dihydropyrido[3,2-d]pyrimidine-6-carbonitrile OC[C@@H]1N(C[C@H](N(C1)C(C)C1=CC=C(C=C1)C(F)(F)F)C)C=1C2=C(N(C(N1)=O)C)C=CC(=N2)C#N